C(C)(C)(C)OC(N(CC1=CC(=CC=C1)[N+](=O)[O-])CCCO)=O (3-hydroxypropyl)(3-nitrobenzyl)carbamic acid tert-butyl ester